2,4,6-triphenyl-1-(4-oxaspiro[2.5]octan-6-yl)pyridin-1-ium tetrafluoroborate F[B-](F)(F)F.C1(=CC=CC=C1)C1=[N+](C(=CC(=C1)C1=CC=CC=C1)C1=CC=CC=C1)C1COC2(CC2)CC1